C1(=CC=CC=C1)CS(=O)(=O)OC1=C(O[C@](C1=O)([2H])C1=CC=C(C=C1)OC)N (R)-2-amino-5-(4-methoxyphenyl)-4-oxo-4,5-dihydrofuran-3-yl-5-d phenylmethanesulfonate